FC1=CC=C(C=C1)C#CCOC1=CC=C(C=C1)C1=NC=2N=CN(C(C2N1)=O)CCC 8-{4-[3-(4-Fluoro-phenyl)-prop-2-ynyloxy]-phenyl}-1-propyl-1,7-dihydro-purin-6-one